N[C@H]1CC[C@H](CC1)N(C(OC(C)(C)C)=O)C tert-butyl ((cis)-4-aminocyclohexyl)(methyl)carbamate